BrC1=NC(=CC=C1)Br 2,6-Dibromopyridine